NC1=NC=CC=C1C1=NC=2C(=NC(=CC2)N2N=CC=C2)N1C=1C=C2CC[C@@H](C2=CC1)N1C(C2=CC(=C(C=C2C1)OC)Br)=O (S)-2-(5-(2-(2-aminopyridin-3-yl)-5-(1H-pyrazol-1-yl)-3H-imidazo[4,5-b]pyridin-3-yl)-2,3-dihydro-1H-inden-1-yl)-6-bromo-5-methoxyisoindolin-1-one